5-chloro-6-methyl-3-T-butyl-uracil ClC=1C(N(C(NC1C)=O)C(C)(C)C)=O